N1=C2N(C=C1)CC=C2 5H-pyrrolo[1,2-a]imidazol